(fluoro(2-(((3S,6S,10aS)-3-(((R)-1-(methoxycarbonyl)pyrrolidin-3-yl)carbamoyl)-5-oxodecahydro-pyrrolo[1,2-a]azocin-6-yl)carbamoyl)benzo[b]thiophen-5-yl)methyl)phosphonic acid FC(C1=CC2=C(SC(=C2)C(N[C@H]2CCCC[C@@H]3N(C2=O)[C@@H](CC3)C(N[C@H]3CN(CC3)C(=O)OC)=O)=O)C=C1)P(O)(O)=O